ClC1=C(C=C2C=C(N=CC2=C1)NC(=O)[C@@H]1[C@H](C1)C=1N(N=CC1)CC(C)C)N1CCN(CC1)[C@]1(COC[C@H]1O)C (1S,2S)-N-[7-chloro-6-[4-((3S,4S)-4-hydroxy-3-methyl-tetrahydrofuran-3-yl)piperazin-1-yl]-3-isoquinolyl]-2-(2-isobutylpyrazol-3-yl)cyclopropanecarboxamide